CC1(CCC1)C(=O)N1C[C@H]2OC3=C([C@@H]1C2)C=NC=C3C#N (2S,5S)-4-(1-methylcyclobutane-1-carbonyl)-2,3,4,5-tetrahydro-2,5-methanopyrido[3,4-f][1,4]oxazepine-9-carbonitrile